1-[4-(5,6-Dihydro-4H-1,3-thiazin-2-ylamino)phenyl]-3-(4-hydroxy-3-nitrophenyl)prop-2-en-1-one S1C(=NCCC1)NC1=CC=C(C=C1)C(C=CC1=CC(=C(C=C1)O)[N+](=O)[O-])=O